4-((8-Hydroxy-5,6,7,8-tetrahydroquinolin-3-yl)oxy)butanoic acid OC1CCCC=2C=C(C=NC12)OCCCC(=O)O